[(7-azabenzotriazol-1-yl)oxy]tris(pyrrolidino)phosphonium hexafluorophosphate F[P-](F)(F)(F)(F)F.N1(N=NC2=C1N=CC=C2)O[P+](N2CCCC2)(N2CCCC2)N2CCCC2